BrCC(C(=O)OCC)(F)F ethyl 3-bromo-2,2-difluoro-propanoate